N,N,N',N'-tetraethyl-1,3-propanediamine CCN(CC)CCCN(CC)CC